C1=CC(=C(C(=C1)F)C2=NC(=C(N2)C3=CC=NC=C3)C4=CC=C(C=C4)F)F 4-(2-(2,6-Difluorophenyl)-4-(fluorophenyl)-1H-imidazol-5-yl)pyridine